5-(4-cyclohexylphenyl)-3-(3-(fluoromethyl)azetidine-1-carbonyl)-2-(pyrimidin-2-yl)pyrazolo[1,5-a]pyrimidin-7(4H)-one C1(CCCCC1)C1=CC=C(C=C1)C=1NC=2N(C(C1)=O)N=C(C2C(=O)N2CC(C2)CF)C2=NC=CC=N2